BrC1=NN(C(C2=CC=C(C=C12)Br)=O)CC(=O)OC methyl 2-(4,6-dibromo-1-oxo-phthalazin-2-yl)acetate